tert-butyl (2R,6S)-2,6-dimethyl-4-(2-methylsulfanylquinazolin-5-yl)piperazine-1-carboxylate C[C@H]1N([C@H](CN(C1)C1=C2C=NC(=NC2=CC=C1)SC)C)C(=O)OC(C)(C)C